CC(CC)CCCC(CCCC(CCCC(C)C)C)C 3,7,11,15-tetramethylhexadecane